NC1=NC=NC(=C1C1=CCN(CC1)C(C=C)=O)OC1=CC=C(C=C1)OC1=CC=CC=C1 1-(4-(4-amino-6-(4-phenoxyphenoxy)pyrimidin-5-yl)-5,6-dihydropyridin-1(2H)-yl)prop-2-en-1-one